C(C)(C)(C)C1=CC=C(C=C1)N1CCN(CC1)C(=O)C=1OC(=CC1)[N+](=O)[O-] [4-(4-tert-Butylphenyl)piperazin-1-yl](5-nitrofuran-2-yl)methanone